BrC1=C(C=CC=C1F)C(=O)N1[C@@H]2[C@@H](C[C@H](C1)C2)OC2=NC=C(C=C2)C(F)(F)F (2-bromo-3-fluorophenyl)((1S,4R,6R)-6-((5-(trifluoromethyl)pyridin-2-yl)oxy)-2-azabicyclo[2.2.1]heptan-2-yl)methanone